C1CCC2=C(C=3CCCC3C=C12)NC(C)=O N-(1,2,3,5,6,7-hexahydro-s-indacen-4-yl)acetamide